[Cl-].C(C(=C)C)(=O)NCCC[N+](C)(C)C 3-(methacrylamido)propyltrimethyl-ammonium chloride